N1(C=NC=C1)CCCNC 3-(1H-imidazol-1-yl)-N-methylpropan-1-amine